[N+](=O)([O-])C1=C(C=C(C(=C1)[N+](=O)[O-])F)N[C@@H](C(C)C)C(=O)N Nα-(2,4-Dinitro-5-fluorophenyl)-L-valinamide